N-(1-((3-fluorocyclopentyl)methyl)-1H-indol-5-yl)acrylamide FC1CC(CC1)CN1C=CC2=CC(=CC=C12)NC(C=C)=O